NC1=CC=C(C=N1)N1CCN(CCC1)C(=O)OC(C)(C)C Tert-butyl 4-(6-aminopyridin-3-yl)-1,4-diazepane-1-carboxylate